ethyl-2,4,6-trifluoro-benzoic acid C(C)C=1C(=C(C(=O)O)C(=CC1F)F)F